perfluorooctyl-dimethylbutylether FC(C(C(F)(F)F)(C(F)(F)F)OC(C(C(C(F)(F)F)(F)F)(F)C(C(C(C(C(C(C(C(F)(F)F)(F)F)(F)F)(F)F)(F)F)(F)F)(F)F)(F)F)(C(F)(F)F)C(F)(F)F)(C(C(F)(F)F)(F)F)C(C(C(C(C(C(C(C(F)(F)F)(F)F)(F)F)(F)F)(F)F)(F)F)(F)F)(F)F